O-[1-(furan-2-oxymethyl)-pentyl]-hydroxylamine O1C(=CC=C1)OCC(CCCC)ON